benzyl 4-[2-[2-(diethylamino)ethoxy]-7-[5-methyl-1-(2-trimethylsilylethoxymethyl)indazol-4-yl]-6,8-dihydro-5H-pyrido[3,4-d]pyrimidin-4-yl]piperazine-1-carboxylate C(C)N(CCOC=1N=C(C2=C(N1)CN(CC2)C2=C1C=NN(C1=CC=C2C)COCC[Si](C)(C)C)N2CCN(CC2)C(=O)OCC2=CC=CC=C2)CC